BrC=1C=C2C(=NN(C2=CC1)C1OCCCC1)C#C[Si](C(C)C)(C(C)C)C(C)C 2-(5-bromo-1-tetrahydropyran-2-yl-indazol-3-yl)ethynyl-triisopropyl-silane